N1=C(C(=CC=C1)N)N PYRIDINE-2,3-DIAMINE